tert-butyl N-[3-ethyl-5-[[2-[(2R,5S)-5-methyl-2-[6-(methylamino)-3-pyridyl]-1-piperidyl]-2-oxo-acetyl]amino]-2-pyridyl]carbamate C(C)C=1C(=NC=C(C1)NC(C(=O)N1[C@H](CC[C@@H](C1)C)C=1C=NC(=CC1)NC)=O)NC(OC(C)(C)C)=O